[I-].C[N+]1=CN(C=C1)C(=O)N1CCOCC1 3-methyl-1-(morpholine-4-carbonyl)-1H-imidazol-3-ium iodide